2,3-difluoro-4-bromophenetole FC1=C(C=CC(=C1F)Br)OCC